1-(2-(3-chloro-4-(9-((4-chloropyridin-2-yl)methyl)-6-(1-methylcyclopropoxy)-9H-purin-8-yl)phenoxy)ethyl)azetidin-3-ol ClC=1C=C(OCCN2CC(C2)O)C=CC1C=1N(C2=NC=NC(=C2N1)OC1(CC1)C)CC1=NC=CC(=C1)Cl